C[NH+](CC=O)C N,N-dimethyl-2-oxoethan-1-aminium